BrC=1C=CC2=C(C=C(O2)C=2OC(=NN2)SSCCCC)C1 2-(5-bromobenzofuran-2-yl)-5-(butyldithio)-1,3,4-oxadiazole